2-(1,1-difluoroethyl)-4,6-dimethylpyrimidine-5-sulfonyl chloride FC(C)(F)C1=NC(=C(C(=N1)C)S(=O)(=O)Cl)C